O=S1(CC(C1)N1N=C(N=C1)C=1C(=NC=CN1)C(C)NC(C1=CC(=CC(=C1)C(F)(F)F)C(F)(F)F)=O)=O N-[1-[3-[1-(1,1-dioxothietan-3-yl)-1,2,4-triazol-3-yl]pyrazin-2-yl]ethyl]-3,5-bis(trifluoromethyl)benzamide